CN(C(CCCCCCCCC[C@@H]1[C@@H](C1)C[C@@H]1[C@@H](C1)CCCCC)CCCCCCCCC)C N,N-dimethyl-1-[(1S,2S)-2-{[(1R,2R)-2-pentylcyclopropyl]-methyl}cyclopropyl]nonadecan-10-amine